O1CCC2=C1C(=CC=C2)N2/C(/SCC2=O)=N/C(=O)NC2=C(C=C(C=C2)C2=NN(C=N2)C2=CC=C(C=C2)OC(F)(F)F)F (Z)-1-(3-(2,3-Dihydrobenzofuran-7-yl)-4-oxothiazolidine-2-ylidene)-3-(2-fluoro-4-(1-(4-(trifluoromethoxy)phenyl)-1H-1,2,4-triazol-3-yl)phenyl)urea